ethyl (E)-3-(3-(1-((tert-butyldimethylsilyl)oxy)ethyl)bicyclo[1.1.1]pentan-1-yl)-2-methylacrylate [Si](C)(C)(C(C)(C)C)OC(C)C12CC(C1)(C2)/C=C(/C(=O)OCC)\C